COC(=O)N1[C@H](CCC2=C3C(=CC=C12)N(C(=N3)[C@H](C)OC3CCOCC3)C3CCC(CC3)C(=O)O)C (1S,4r)-4-((S)-6-(methoxycarbonyl)-7-methyl-2-((S)-1-((tetrahydro-2H-pyran-4-yl)oxy)ethyl)-6,7,8,9-tetrahydro-3H-imidazo[4,5-f]quinolin-3-yl)cyclohexane-1-carboxylic acid